2-[7-amino-6-(1-methylpyrazol-4-yl)imidazo[1,2-a]pyrimidin-2-yl]phenol NC1=NC=2N(C=C1C=1C=NN(C1)C)C=C(N2)C2=C(C=CC=C2)O